FC(C(=O)O)(F)F.N1N=NN=C1C1CCC(CC1)N (1R,4R)-4-(1H-tetrazol-5-yl)cyclohexan-1-amine trifluoroacetate